ClC=1C(N(C=CC1N[C@@H]1C[C@@H](CN(C1)C)C1=CC=C(C=C1)COC=1C=C2C(N(C(C2=CC1)=O)C1C(N(C(CC1)=O)C(=O)OC(C)(C)C)=O)=O)C)=O tert-butyl 3-[5-[[4-[(3R,5R)-5-[(3-chloro-1-methyl-2-oxo-4-pyridyl)amino]-1-methyl-3-piperidyl]phenyl]methoxy]-1,3-dioxo-isoindolin-2-yl]-2,6-dioxo-piperidine-1-carboxylate